C(C)(C)OC(C(C)(C)OC)=O.BrC1=NC(=CC=C1)C=C1CCN(CC1)CC 2-bromo-6-((1-ethylpiperidin-4-ylidene)methyl)pyridine isopropyl-α-methoxyisobutyrate